tert-butyl 4-(5-((1r,4s)-4-(3-bromo-2-methylphenoxy)cyclohexyl)pentan-2-yl)piperazine-1-carboxylate BrC=1C(=C(OC2CCC(CC2)CCCC(C)N2CCN(CC2)C(=O)OC(C)(C)C)C=CC1)C